4-Fluoro-2-(trifluoromethoxy)aniline FC1=CC(=C(N)C=C1)OC(F)(F)F